3-(2,6-dichlorophenyl)-7-((4-(4-methylpiperazin-1-yl)phenyl)amino)-1-(adamantan-1-ylmethyl)pyrimidine ClC1=C(C(=CC=C1)Cl)N1CN(C=CC1)CC12CC3CC(CC(C1)(C3)NC3=CC=C(C=C3)N3CCN(CC3)C)C2